2-(bis(4-methoxyphenyl)phosphinyl)-1,2-diphenylethan-1-one COC1=CC=C(C=C1)P(=O)(C(C(=O)C1=CC=CC=C1)C1=CC=CC=C1)C1=CC=C(C=C1)OC